NC1=C(C=NC(=C1)OC)/C=C/C(=O)OCC Ethyl (E)-3-(4-amino-6-methoxypyridin-3-yl)acrylate